O(C)C1=CC=C(COCC23COC(C2)(C3)CO)C=C1 (4-(((4-methoxylbenzyl)oxy)methyl)-2-oxabicyclo[2.1.1]hexan-1-yl)methanol